N1=C(N=CC2=C1N1C(C=C2)=NCC1)N 8,9-dihydroimidazo[1',2':1,6]pyrido[2,3-d]pyrimidin-2-amine